C1(CCC(N1OC(=O)N1C(C=CC=C1)SC(C1=CC=CC=C1)C)=O)=O N-succinimidyl-oxycarbonyl-alpha-methyl-alpha-(2-pyridyl-thio)toluene